CC1C(C(CC(C1)(C)C)=O)=O 3,5,5-trimethyl-1,2-cyclohexanedione